P(=O)(OC1=CC(=CC=C1)OP(=O)([O-])[O-])([O-])[O-] m-phenylene bisphosphate